C(C1=CC=CC=C1)OP(=O)(OCC1=CC=CC=C1)OC1=C(C=C(C(=O)OC)C=C1)OC methyl 4-((bis(benzyloxy) phosphoryl) oxy)-3-methoxybenzoate